2-oxo-propionic acid glycidyl ester C(C1CO1)OC(C(C)=O)=O